COC(=O)C=1C(N=C(NC1)C1=CC=CC=C1)C1=C(C=C(C=C1)F)Cl 4-(2-chloro-4-fluorophenyl)-2-phenyl-1,4-dihydropyrimidine-5-carboxylic acid methyl ester